FC1=CC=C(CN2C(=NC=3C2=NC=CC3)CCC(=O)N)C=C1 3-[3-(4-fluoro-benzyl)-3H-imidazo[4,5-b]pyridin-2-yl]-propionamide